C1(CC1)N1CCC(CC1)=CC1=CC=CC(=N1)NC(C1=C(C=C(C=C1F)F)F)=O N-(6-((1-cyclopropylpiperidin-4-ylidene)methyl)pyridin-2-yl)-2,4,6-trifluorobenzamide